Cl.C[C@]12CC(C[C@](CC1)(N2)C)N(C=2SC=1N=C(SC1N2)C2=NC=C(N=C2)C=2C=NN(C2)C)C N-[(1R,3s,5S)-1,5-Dimethyl-8-azabicyclo[3.2.1]octan-3-yl]-N-methyl-5-[5-(1-methyl-1H-pyrazol-4-yl)pyrazin-2-yl][1,3]thiazolo[5,4-d][1,3]thiazol-2-amin Hydrochlorid